O[C@H]1[C@@H]([C@@H]2[C@@H](OC(C2)=O)C1)CC[C@H](CCC1=CC=CC=C1)O (3ar,4R,5R,6as)-5-hydroxy-4-((R)-3-hydroxy-5-phenylpentyl)hexahydro-2H-cyclopenta[b]furan-2-one